CN(C=1SC2=C(N=NC(=C2)C2=C(C=C(C=C2)C=2C=NNC2)O)N1)C1CNCC1 2-{6-[methyl-(pyrrolidin-3-yl)amino][1,3]thiazolo[4,5-c]pyridazin-3-yl}-5-(1H-pyrazol-4-yl)phenol